3,3-bis(1-N-butyl-2-methyl-3-indolyl)phthalide C(CCC)N1C(=C(C2=CC=CC=C12)C1(OC(=O)C2=CC=CC=C12)C1=C(N(C2=CC=CC=C12)CCCC)C)C